O1C2=C(OCC1)C=C(C=C2)NC(OC2=CC=CC=C2)=O phenyl (2,3-dihydrobenzo[b][1,4]dioxin-6-yl)carbamate